1-(2-(1-Methyl-1H-tetrazol-5-yl)phenyl)butan-1-ol CN1N=NN=C1C1=C(C=CC=C1)C(CCC)O